(2e,4e)-hexa-2,4-dienoic acid C(\C=C\C=C\C)(=O)O